CC(CCCCC)N heptan-2-amine